(S)-1-Methyl-5-oxo-N-(5-(((trans)-4-(trifluoromethyl)cyclohexyl)oxy)-2,3-dihydrobenzofuran-7-yl)pyrrolidine-2-carboxamide CN1[C@@H](CCC1=O)C(=O)NC1=CC(=CC=2CCOC21)O[C@@H]2CC[C@H](CC2)C(F)(F)F